6-azido-1-cyano-3,3-dimethyl-2-hexanol N(=[N+]=[N-])CCCC(C(CC#N)O)(C)C